C(CCCCCCC)N n-Octylamin